FC(OC1=NC=C(C(=C1)C1=CC=2N(C=C1)N=C(C2)NC2=NC(=NC(=C2)C)C)F)F 5-(2-(difluoromethoxy)-5-fluoropyridin-4-yl)-N-(2,6-dimethylpyrimidin-4-yl)pyrazolo[1,5-a]pyridin-2-amine